ClC=1C=C2C(=NC1NC(OC(C)(C)C)=O)CCO2 tert-butyl N-(6-chloro-2,3-dihydrofuro[3,2-b]pyridin-5-yl)carbamate